ClC1=CC(=C(C=C1)[C@@]1(OC2=C(O1)C=CC=C2C2CCN(CC2)CC=2N=NC(=CC2N2CC(OCC2)C)C2=NOC(=N2)C(F)(F)F)C)F 4-(3-((4-((S)-2-(4-chloro-2-fluorophenyl)-2-methylbenzo[d][1,3]dioxol-4-yl)piperidin-1-yl)methyl)-6-(5-(trifluoromethyl)-1,2,4-oxadiazol-3-yl)pyridazin-4-yl)-2-methylmorpholine